C(CCCCCC)C1CCC(O1)=O 5-heptyl-dihydro-2(3h)-furanone